cyclopenta[4,5]imidazo[1,2-a]quinazoline-3-sulfonamide C=1C=C(CC2=CN=C3N(C12)C=1C(=N3)C=CC1)S(=O)(=O)N